3-(9-phenyl-9H-carbazol-3-yl)carbazole C1(=CC=CC=C1)N1C2=CC=CC=C2C=2C=C(C=CC12)C=1C=CC=2NC3=CC=CC=C3C2C1